FC1=C(C(=O)NCC2CCC(CC2)C2=NC(=NO2)C=2C=NC(=CC2)C(F)(F)F)C=C(C(=C1)O)F 2,5-difluoro-4-hydroxy-N-{[(1r,4r)-4-{3-[6-(trifluoromethyl)pyridin-3-yl]-1,2,4-oxadiazol-5-yl}cyclohexyl]methyl}benzamide